5-(2-fluoro-6-methoxyphenyl)-2-(piperidin-3-yl)-N-(pyridin-4-ylmethyl)-2H-indazol-3-amine FC1=C(C(=CC=C1)OC)C1=CC2=C(N(N=C2C=C1)C1CNCCC1)NCC1=CC=NC=C1